C(=O)P(C1=CC=CC=C1)(C1=CC=CC=C1)=O formyl-diphenylphosphine oxide